BrC1=C(O[C@@H]2CN(C[C@@H](C2)O[Si](C)(C)C(C)(C)C)C(=O)OC(C)(C)C)C(=CC(=C1)Cl)C tert-butyl (3S,5R)-3-(2-bromo-4-chloro-6-methylphenoxy)-5-((tert-butyldimethylsilyl)oxy)piperidine-1-carboxylate